4-((2s,4r,6s)-2-(difluoromethyl)-7-((5-methoxy-7-methyl-1H-indol-4-yl)methyl)-7-azaspiro[3.5]nonan-6-yl)benzoic acid FC(C1CC2(C1)C[C@H](N(CC2)CC2=C1C=CNC1=C(C=C2OC)C)C2=CC=C(C(=O)O)C=C2)F